(2R)-2-[(tert-butoxycarbonylamino)methyl]-3,3-dimethyl-butanoic acid C(C)(C)(C)OC(=O)NC[C@H](C(=O)O)C(C)(C)C